N[C@@H](CCCCN)C(=O)CC(C(=O)N)(C)N L-lysyl-α-aminoisobutyric acid-amide